C(C)(C)N1C(=NC=2C=NC(=CC21)C2=CNC1=NC(=CC=C12)NC(=O)C1CCN(CC1)C)C N-(3-(1-isopropyl-2-methyl-1H-imidazo[4,5-c]pyridin-6-yl)-1H-pyrrolo[2,3-b]pyridin-6-yl)-1-methylpiperidine-4-carboxamide